benzyl 4-(4-carbamimidoylbicyclo[2.1.1]hexan-2-yl)piperazine-1-carboxylate C(N)(=N)C12CC(C(C1)C2)N2CCN(CC2)C(=O)OCC2=CC=CC=C2